Methyl 5-({[1-(3-chlorophenyl) cyclopropyl] carbonyl} amino)-2-(6-ethoxypyridin-3-yl)benzoate ClC=1C=C(C=CC1)C1(CC1)C(=O)NC=1C=CC(=C(C(=O)OC)C1)C=1C=NC(=CC1)OCC